[C@@H]1([C@@H](CCCC1)N)N |r| (+-)-trans-1,2-cyclohexanediamine